C(C)N1C(=NN(C1=O)C1=NC=2C(=CN(C(C2C=C1F)=O)C1=C(C=CC=C1)C)C(=C)C)CO (4-ethyl-3-(hydroxymethyl)-5-oxo-4,5-dihydro-1H-1,2,4-triazol-1-yl)-3-fluoro-8-(prop-1-en-2-yl)-6-(o-tolyl)-1,6-naphthyridin-5(6H)-one